Diallyldiethylenetriamine C(C=C)N(CCNCCN)CC=C